C(C)N1C(NC2=C(C1=O)N=C(O2)CN2CCN(CC2)C=2C=CC(=NC2)C(=O)NC)=O 5-(4-((6-ethyl-5,7-dioxo-4,5,6,7-tetrahydrooxazolo[5,4-d]pyrimidin-2-yl)methyl)piperazin-1-yl)-N-methylpicolinamide